tert-butyl (4aS,9aR)-3-oxo-7-(trifluoromethyl)-2,3,9,9a-tetrahydroindeno[2,1-b][1,4]oxazine-4(4aH)-carboxylate O=C1N([C@@H]2[C@H](OC1)CC=1C=C(C=CC12)C(F)(F)F)C(=O)OC(C)(C)C